O=S1(CCN(CC2=C1C=CC=C2)C2=NC1=CC=C(C=C1C(=C2)NCCC(C(F)(F)F)N)C)=O N~1~-[2-(1,1-Dioxido-2,3-dihydro-1,4-benzothiazepin-4(5H)-yl)-6-methylquinolin-4-yl]-4,4,4-trifluorobutane-1,3-diamine